3-[2-[(2-Fluorophenyl)methyl]tetrazol-5-yl]-N-methyl-4-[3-(trifluoromethyl)anilino]benzenesulfonamide FC1=C(C=CC=C1)CN1N=C(N=N1)C=1C=C(C=CC1NC1=CC(=CC=C1)C(F)(F)F)S(=O)(=O)NC